NC(=O)CNC(OCC(CC1=CC=C(C=C1)F)N)=O 2-amino-3-(4-fluorophenyl)propyl (aminocarbonyl)methylcarbamate